NCC=1N=CN(C1)CCCN1CCC(CC1)NC(OC(C)(C)C)=O tert-butyl (1-(3-(4-(aminomethyl)-1H-imidazol-1-yl)propyl)piperidin-4-yl)carbamate